(1S,5R,6S)-2,5,6-trimethylcyclohex-2-en-1-ol CC=1[C@H]([C@H]([C@@H](CC1)C)C)O